Cl.C1(=CC=CC=C1)C=1OC2=C(N1)CNC2 2-phenyl-5,6-dihydro-4H-pyrrolo[3,4-d]oxazole hydrochloride